1,3,3-trifluoropropylene FC=CC(F)F